3-((2-(5-cyclopropyl-3-(2,6-dichlorophenyl)isoxazol-4-yl)-2-hydroxyspiro[3.5]non-7-yl)oxy)benzoic acid C1(CC1)C1=C(C(=NO1)C1=C(C=CC=C1Cl)Cl)C1(CC2(C1)CCC(CC2)OC=2C=C(C(=O)O)C=CC2)O